OC1(CC(C1)C(=O)N1CC2(C1)C[C@@H](CC2)C2=CC(=CC=C2)C(C)C)C(F)(F)F |r| (rac)-((1s,3s)-3-Hydroxy-3-(trifluoromethyl)cyclobutyl)(6-(3-isopropylphenyl)-2-azaspiro[3.4]octan-2-yl)methanon